ClC1=NC=CC=C1 Chloro-Pyridine